N-methyl-6-[3-(6-methyl-2-pyridyl)-1H-pyrazol-4-yl]-N-[rac-(3R)-1-isopropylpyrrolidin-3-yl]-1,5-naphthyridin-3-amine CN(C=1C=NC2=CC=C(N=C2C1)C=1C(=NNC1)C1=NC(=CC=C1)C)[C@H]1CN(CC1)C(C)C |r|